FC1=CC(=C(C=C1)C(C)N1C[C@@H](N(C[C@H]1C)C=1N(N=C2C1N(C(C=C2)=O)C)C2OCCCC2)C)C(F)(F)F ((2S,5R)-4-(1-(4-fluoro-2-(trifluoromethyl)phenyl)ethyl)-2,5-dimethylpiperazin-1-yl)-4-methyl-2-(tetrahydro-2H-pyran-2-yl)-2,4-dihydro-5H-pyrazolo[4,3-b]pyridin-5-one